COC1=C(C=CC=C1)S(=O)(=O)NC1=NOC2=C1C(=CC(=C2)SC=2SC=CN2)OC 2-methoxy-N-(4-methoxy-6-(thiazol-2-ylsulfanyl)benzo[d]isoxazol-3-yl)benzenesulfonamide